(2R)-1-((2-(3-chlorophenyl)-1-cyclopropylethyl)amino)-3-(4-(methylsulfonyl)phenoxy)propan ClC=1C=C(C=CC1)CC(C1CC1)NCCCOC1=CC=C(C=C1)S(=O)(=O)C